NC1=C(C(=O)Cl)C(=CC=C1)I 2-amino-6-iodobenzoyl chloride